ClC1=C(C=C(C=C1)[C@H](NC(=O)[C@@H]1N([C@@H]2C[C@@H]2C1)C(C1=CC(=CC=C1)S(=O)(=O)C)=O)C1COC1)F (1R,3R,5R)-N-((R)-(4-chloro-3-fluorophenyl)(3-oxetanyl)methyl)-2-(3-(methylsulfonyl)benzoyl)-2-azabicyclo[3.1.0]hexane-3-carboxamide